FC(C(=O)O)(F)F.N[C@@]1(CN(C[C@H]1CCCB(O)O)S(NC1(CNC1)C)(=O)=O)C(=O)O |r| (rac)-trans-3-amino-4-(3-boronopropyl)-1-(N-(3-methylazetidin-3-yl)sulfamoyl)pyrrolidine-3-carboxylic acid, 2,2,2-trifluoroacetic acid salt